but-3-ene-1,2-diyl diacetate C(C)(=O)OCC(C=C)OC(C)=O